C1(=CC=CC=C1)[C@H]1NCC[C@H](C1)C(=O)OC |r| rac-Methyl (2S,4R)-2-phenylpiperidine-4-carboxylate